6-((Difluoromethoxy)methyl)-6-fluoro-2-(5-fluoropyridin-2-yl)-4,5,6,7-tetrahydropyrazolo[1,5-a]pyridine FC(OCC1(CCC=2N(C1)N=C(C2)C2=NC=C(C=C2)F)F)F